1-heptyloctyl 4-[3-[bis(but-3-enyl)amino]propylsulfanylcarbonyl-[4-(1-heptyloctoxy)-4-oxo-butyl]amino]butanoate C(CC=C)N(CCCSC(=O)N(CCCC(=O)OC(CCCCCCC)CCCCCCC)CCCC(=O)OC(CCCCCCC)CCCCCCC)CCC=C